ClC1=C(C(=O)NC2=C3C=NN(C3=CC=C2)C=2C=NC=C(C2)C2CC2)C=C(C=C1)CNC(C(C)(C)C)=O 2-Chloro-N-[1-(5-cyclopropylpyridin-3-yl)-1H-indazol-4-yl]-5-{[(2,2-dimethylpropanoyl)amino]methyl}benzamide